Cl.C[C@H]1N[C@H](CC(C1)=O)C (2R,6S)-2,6-dimethylpiperidin-4-one hydrochloride